tert-butyl ((S)-1-((2S,4R)-4-hydroxy-2-(((5-(4-methylthiazol-5-yl)pyrazin-2-yl)methyl)carbamoyl)pyrrolidin-1-yl)-3,3-dimethyl-1-oxobutan-2-yl)carbamate O[C@@H]1C[C@H](N(C1)C([C@H](C(C)(C)C)NC(OC(C)(C)C)=O)=O)C(NCC1=NC=C(N=C1)C1=C(N=CS1)C)=O